2,7-dibromodibenzodioxanone BrC1C(C2=C(OC3=C(O2)C=CC(=C3)Br)C=C1)=O